N-(2-ethoxyphenyl)Acetamide C(C)OC1=C(C=CC=C1)NC(C)=O